(S)-2-amino-3-(4-((4-(cyclopropylamino)-5-(trifluoromethyl)pyrimidin-2-yl)amino)-3-methoxyphenyl)propanoic acid heptyl ester C(CCCCCC)OC([C@H](CC1=CC(=C(C=C1)NC1=NC=C(C(=N1)NC1CC1)C(F)(F)F)OC)N)=O